FC1=C(C(=CC=C1NS(=O)(=O)N1C[C@@H](CC1)F)F)C1=CC2=C(N=C(N=C2)NCCC=2C=C(C=CC2)CN(C(C)=O)C)N(C1=O)C N-[[3-[2-[[6-[2,6-difluoro-3-[[(3R)-3-fluoropyrrolidin-1-yl]sulfonylamino]phenyl]-8-methyl-7-oxopyrido[2,3-d]pyrimidin-2-yl]amino]ethyl]phenyl]methyl]-N-methylacetamide